6-fluoro-3-methyl-2,3,4,9-tetrahydro-1H-β-carboline FC=1C=C2C=3CC(NCC3NC2=CC1)C